C(C)N1C(=CC2=CC=C(C=C12)C)C1=NC2=C(N1C)C=CC(=C2)C(=O)N2C[C@@H](CCC2)NC(OC(C)(C)C)=O 1,1-Dimethylethyl ((3R)-1-{[2-(1-ethyl-6-methyl-1H-indol-2-yl)-1-methyl-1H-benzimidazol-5-yl]carbonyl}-3-piperidinyl)carbamate